N,N'-(5-amino-3-iminopyridine-2,6(1H,3H)-diylidene)bis(2-ethoxypyrazolo[1,5-a]pyridin-3-amine) NC1=CC(C(NC1=NC=1C(=NN2C1C=CC=C2)OCC)=NC=2C(=NN1C2C=CC=C1)OCC)=N